ClC1=NC=CC(=C1)OCC1=CC=CC=C1 Chloro-4-benzyloxypyridine